4-(4-(4-bromophenyl)piperazin-1-yl)-N-((2S,3S)-2-((tert-butyldimethylsilyl)oxy)pentan-3-yl)-N-methylbenzamide BrC1=CC=C(C=C1)N1CCN(CC1)C1=CC=C(C(=O)N(C)[C@H]([C@H](C)O[Si](C)(C)C(C)(C)C)CC)C=C1